P(=O)(O)(O)OC1=CC=C(C=C1)CC(=O)OCOC(=O)O[C@@H]1C2(CCC(C1)(CC2)NC(COC2=CC(=C(C=C2)Cl)F)=O)NC(COC2=CC(=C(C=C2)Cl)F)=O {[({(2S)-1,4-bis[2-(4-chloro-3-fluorophenoxy)acetamido]bicyclo[2.2.2]octan-2-yl}oxy)carbonyl]oxy}methyl [4-(phosphonooxy)phenyl]acetate